CNC(C1=CC(=CC=C1)C1=CN=C2N1N=C(C(=C2)C=2C=NN(C2)C)OC2C(N(CC2)C)=O)=O N-Methyl-3-(7-(1-methyl-1H-pyrazol-4-yl)-6-((1-methyl-2-oxopyrrolidin-3-yl)oxy)imidazo[1,2-b]pyridazin-3-yl)benzamide